(5-((2,3-dichlorophenyl)thio)-6-methylpyrazin-2-yl)butane-1,4-diamine ClC1=C(C=CC=C1Cl)SC=1N=CC(=NC1C)C(CCCN)N